C(CCCCCCC\C=C/C[C@H](O)CCCCCC)(=O)OC(C)C i-propyl ricinoleate